C(=O)(OC(C)(C)C)N1CC2NC(C1)C2 3-Boc-3,6-diaza-bicyclo[3.1.1]heptane